C1(=CC=CC=C1)P(C1=C(C2=CC=CC=C2C=C1)C1=C(C=CC2=CC=CC=C12)P(C1=CC=CC=C1)C1=CC=CC=C1)C1=CC=CC=C1 (rac)-(+)-2,2'-bis(diphenylphosphino)-1,1'-binaphthyl